N-(9-fluorenylmethoxycarbonyl)-N'-t-butoxycarbonyl-L-lysine C1=CC=CC=2C3=CC=CC=C3C(C12)COC(=O)N[C@@H](CCCCNC(=O)OC(C)(C)C)C(=O)O